Boc-L-alanine methyl ester hydrochloride Cl.COC([C@@H](NC(=O)OC(C)(C)C)C)=O